C(C)(=O)NC1=C(C(=O)NC=2SC(=CC2)C#N)C=CC=C1 acetamido-N-(5-cyanothiophen-2-yl)benzamide